OCCN1N=C(C2=C1C=NN(C2=O)CC2=CC=C(C=C2)OC)C(F)(F)F 1-(2-hydroxyethyl)-5-(4-methoxybenzyl)-3-(trifluoromethyl)-1,5-dihydro-4H-pyrazolo[3,4-d]pyridazin-4-one